8-(hex-5-en-1-yl)-6-(4-isopropylpiperazin-1-yl)pyrido[2,3-d]pyrimidin-7(8H)-one C(CCCC=C)N1C(C(=CC2=C1N=CN=C2)N2CCN(CC2)C(C)C)=O